Tert-butyl 2-[2-(2-bromoethoxy)ethoxy]acetate BrCCOCCOCC(=O)OC(C)(C)C